O=S1(CCN(CC1)C1=CC=C(C=C1)N1[C@H]2CNC([C@@H](C1)CC2(C)C)=O)=O (1R,5R)-6-(4-(1,1-dioxidothiomorpholino)phenyl)-9,9-dimethyl-3,6-diazabicyclo[3.2.2]nonan-2-one